(2R,8aS)-2-(2,3-dichloro-6-methoxyphenyl)-5-oxo-hexahydro-1H-indolizine-7-carbonitrile ClC1=C(C(=CC=C1Cl)OC)[C@H]1C[C@H]2CC(CC(N2C1)=O)C#N